2-(2-[bicyclo[1.1.1]pentan-1-yl]ethyl)-6-[2-(2,2,2-trifluoroethoxy)pyrimidin-5-yl]pyridazin-3-one C12(CC(C1)C2)CCN2N=C(C=CC2=O)C=2C=NC(=NC2)OCC(F)(F)F